3''-amino-3-fluoro-5-methoxy-2',2''-dimethyl-[1,1':3',1''-terphenyl]-4-carbaldehyde NC=1C(=C(C=CC1)C=1C(=C(C=CC1)C1=CC(=C(C(=C1)OC)C=O)F)C)C